(2-tert-butyl-4-methoxyphenol) (1H-indole-3-yl)acetate N1C=C(C2=CC=CC=C12)CC(=O)OC1=C(C=C(C=C1)OC)C(C)(C)C